2-[3-(3,5-dichlorophenyl)ureido]-4-methoxy-N-ethylbenzamide ClC=1C=C(C=C(C1)Cl)NC(NC1=C(C(=O)NCC)C=CC(=C1)OC)=O